C(N)(=O)C1(CCC(CC1)C)NC(=O)C=1C(N(C2=NC=C(C=C2C1O)C1=CC=C(C=C1)F)CCN1CCOCC1)=O N-((1r,4r)-1-carbamoyl-4-methylcyclohexyl)-6-(4-fluorophenyl)-4-hydroxy-1-(2-morpholinoethyl)-2-oxo-1,2-dihydro-1,8-naphthyridine-3-carboxamide